C(C)OC1=CC=C(C=C1)C1=CN=CC(=N1)C(=O)N/N=C/C1=C(CCC1)C (E)-6-(4-ethoxyphenyl)-N'-((2-methylcyclopent-1-en-1-yl)methylene)pyrazine-2-carbohydrazide